C1(CC1)C1=CC(=NN1)NC1=NC(=NC=C1)N1CC2(CC(C1)C2)C(=O)N 3-[4-[(5-Cyclopropyl-1H-pyrazol-3-yl)amino]pyrimidin-2-yl]-3-azabicyclo[3.1.1]heptane-1-carboxamide